BrC=1C=CC(=C(C1)CC(=O)OCC)[N+](=O)[O-] Ethyl (5-bromo-2-nitrophenyl)acetate